3-(4-Chlorophenyl)-1-(1,3-dithian-2-yl)-2-phenylprop-2-en-1-one ClC1=CC=C(C=C1)C=C(C(=O)C1SCCCS1)C1=CC=CC=C1